2-(((4-((1R,5S)-3,8-diazabicyclo[3.2.1]octan-3-yl)-8-fluoro-7-(3-hydroxynaphthalen-1-yl)quinazolin-2-yl)oxy)methyl)-3-methylbutyl 2,2,2-trifluoroacetate FC(C(=O)OCC(C(C)C)COC1=NC2=C(C(=CC=C2C(=N1)N1C[C@H]2CC[C@@H](C1)N2)C2=CC(=CC1=CC=CC=C21)O)F)(F)F